NC1=NC(=NC2=CC=CC=C12)C=1C=C2CN(C(C2=CC1)=O)C1CNCCC1 3-[5-(4-aminoquinazolin-2-yl)-1-oxo-2,3-dihydro-1H-isoindol-2-yl]piperidine